N2-methyl-N2-[2-(dimethylamino)ethyl]-6-isopropyloxy-N5-[4-(1-methyl-1H-indol-3-yl)pyrimidin-2-yl]-3-nitropyridin-2,5-diamine CN(C1=NC(=C(C=C1[N+](=O)[O-])NC1=NC=CC(=N1)C1=CN(C2=CC=CC=C12)C)OC(C)C)CCN(C)C